2-(4-(4-((5-chloro-3-fluoropyridin-2-yl)oxy)phenyl)pyrimidin-2-yl)acetic acid ClC=1C=C(C(=NC1)OC1=CC=C(C=C1)C1=NC(=NC=C1)CC(=O)O)F